(1R,5S)-6,6-Difluoro-3-azabicyclo[3.1.1]heptane hydrochloride Cl.FC1([C@@H]2CNC[C@H]1C2)F